FC=1C=CC2=C(N(C(CCC2=O)=O)CC2=CC(=C(C=C2)C)F)C1 8-fluoro-1-(3-fluoro-4-methylbenzyl)-3,4-dihydro-1H-benzo[b]azepine-2,5-dione